(E)-3-methylundec-4-enal CC(CC=O)\C=C\CCCCCC